C1=CC=CC=2C3=CC=CC=C3N(C12)CCCCCCCCP(O)(O)=O [8-(9H-carbazol-9-yl)octyl]phosphonic acid